NC1=NC2=CC(=C(C=C2C=C1Cl)F)CCC12C(C(C(C2C1)N1C(=CC2=C1N=CN=C2N)C)O)O 2-(2-Amino-3-chloro-6-fluoroquinolin-7-yl)ethyl-4-(4-amino-6-methyl-7H-pyrrolo[2,3-d]pyrimidin-7-yl)bicyclo[3.1.0]hexane-2,3-diol